4-Bromo-5-fluoro-6,7,8,9-tetrahydro-1H-pyrazolo[3,4-f]quinazoline-7,9-dione BrC1=C2C(=C3C(NC(NC3=C1F)=O)=O)NN=C2